N1CCC2=C(C=CC=C12)C1CCN(CC1)C(=O)OC(C)(C)C tert-butyl 4-(2,3-dihydro-1H-indol-4-yl)piperidine-1-carboxylate